methyl 2-(N-tert-butoxycarbonyl-S-methylsulfonimidoyl)benzofuran-6-carboxylate C(C)(C)(C)OC(=O)N=S(=O)(C)C=1OC2=C(C1)C=CC(=C2)C(=O)OC